NC1=NC(C2=C(N1)NC=C2CCC2=C(C(=O)O)C=CC=C2)=O (2-(2-amino-4-oxo-4,7-dihydro-1H-pyrrolo[2,3-d]pyrimidine-5-yl)ethyl)benzoic acid